1-eicosatrienoic acid C(C=CC=CC=CCCCCCCCCCCCCC)(=O)O